N[C@@H]1[C@H](CO[C@H](C1)C(=O)N1[C@H](C2=CC=CC=C2CC1)C1=CC=C(C=C1)F)NC(CC)=O N-((3R,4S,6R)-4-amino-6-((S)-1-(4-fluorophenyl)-1,2,3,4-tetrahydroisoquinoline-2-carbonyl)tetrahydro-2H-pyran-3-yl)propionamide